10-aminomethylmargaric acid NCC(CCCCCCCCC(=O)O)CCCCCCC